CC=1N=C(C2=C(N1)C(=CS2)C)N[C@H](CN2CCN(CC2)S(=O)(=O)C2=C(N=C(S2)NC(OC)=O)C)C methyl N-[5-({4-[(2S)-2-({2,7-dimethylthieno[3,2-d]pyrimidin-4-yl}amino)propyl]piperazin-1-yl}sulfonyl)-4-methyl-1,3-thiazol-2-yl]carbamate